C(C)C1=NC(=NO1)C=1C=C2CC[C@H](C2=CC1)NC(C1=CC(=CC=C1)C(C)O)=O N-((R)-5-(5-ethyl-1,2,4-oxadiazol-3-yl)-2,3-dihydro-1H-inden-1-yl)-3-(1-hydroxyethyl)benzamide